Cl.F[C@H]1[C@@H](CNC1)O (3R,4R)-4-fluoropyrrolidin-3-ol-hydrochloride